OC1=C(C(=O)N2CCC(CC2)C(=O)N[C@H]2[C@@H](CNC2)NC(=O)C2=CC=NC=C2)C=C(C=C1)OC N-[(3R,4R)-4-[1-(2-hydroxy-5-methoxybenzoyl)piperidine-4-amido]pyrrolidin-3-yl]pyridine-4-carboxamide